C(C(C)(C)C)(=O)OCCCCCCCCCCCCCCCC(C)C ISOSTEARYL NEOPENTANOATE